tert-butyl (E)-3-((3-methyl-7-(methylthio)-1,1-dioxido-5-phenyl-3-propyl-2,3,4,5-tetrahydro-1,5-benzothiazepin-8-yl)oxy)acrylate CC1(CS(C2=C(N(C1)C1=CC=CC=C1)C=C(C(=C2)O/C=C/C(=O)OC(C)(C)C)SC)(=O)=O)CCC